N1(CCNC2=CC=CC=C12)C(=O)OCCCC butyl 3,4-dihydroquinoxaline-1(2H)-carboxylate